C(C)(C)(C)OC(=O)N1C[C@@H]2COC3=C(C(N2CC1)=O)C(=NC(=C3Cl)Cl)F (R)-3,4-dichloro-1-fluoro-12-oxo-6a,7,9,10-tetrahydro-12H-pyrazino[2,1-c]Pyrido[3,4-f][1,4]Oxazepin-8(6H)-carboxylic acid tert-butyl ester